5-(o-methylphenoxy)-bicyclo[2.2.1]Hept-2-ene CC1=C(OC2C3C=CC(C2)C3)C=CC=C1